C(CCCCCCCCCCCCCCCCCCCCCCCCCCCC)(O)(O)O (7S,8R,11S)-nonacosanetriol